Cl.C(CCC)ON Butoxyamine hydrochloride